2-chloro-6-((4-chloro-2-fluorobenzyl)oxy)pyridine Methyl-2-(1-(5-(2-((5,6-difluoro-2,3-dihydro-1H-inden-2-yl)amino)pyrimidin-5-yl)-1,3,4-oxadiazol-2-yl)azetidin-3-yl)acetate COC(CC1CN(C1)C=1OC(=NN1)C=1C=NC(=NC1)NC1CC2=CC(=C(C=C2C1)F)F)=O.ClC1=NC(=CC=C1)OCC1=C(C=C(C=C1)Cl)F